2,5-bis(3-dodecylthiophen-2-yl)thiophen C(CCCCCCCCCCC)C1=C(SC=C1)C=1SC(=CC1)C=1SC=CC1CCCCCCCCCCCC